CN1CCC(CC1)C(=O)NC1=CC=C2C(=N1)NC=C2C2=CC=C1C(NC3(C1=C2)CCCCC3)=O 1-methyl-N-(3-(3'-oxospiro[cyclohexane-1,1'-isoindolin]-6'-yl)-1H-pyrrolo[2,3-b]pyridin-6-yl)piperidine-4-carboxamide